FC(CC1=NSC(=N1)NC(=O)C1=C(OC(=C1)C1=CC(=CC=C1)OC(F)(F)F)C)(C)F N-(3-(2,2-difluoropropyl)-1,2,4-thiadiazol-5-yl)-2-methyl-5-(3-(trifluoromethoxy)phenyl)furan-3-carboxamide